O[C@@H]1[C@@H](CO[C@@H]([C@@H]1O)CO)C(=O)N1CCN(CC1)C ((3R,4R,5R,6R)-4,5-dihydroxy-6-(hydroxymethyl)tetrahydro-2H-pyran-3-yl)(4-methylpiperazin-1-yl)methanone